O1C2(OCC1)C1C34CCNC(C3CC2)CC2=CC=C(C(=C24)O1)C#N 1,2,3,4,4a,5,6,7a-octahydrospiro[4,12-methanobenzofuro[3,2-e]isoquinoline-7,2'-[1,3]dioxolane]-9-carbonitrile